4,5,6,7-tetrahydro-2H-indazole-3-carboxamide N=1NC(=C2CCCCC12)C(=O)N